[3-fluoro-5-(triazol-2-yl)-4-pyridyl]-[4-(trifluoromethoxy)phenyl]methanone FC=1C=NC=C(C1C(=O)C1=CC=C(C=C1)OC(F)(F)F)N1N=CC=N1